COC(C1=CN=C(C=C1Cl)Cl)=O 4,6-dichloronicotinic acid methyl ester